Ethyl 4-(4'-(morpholinosulfonyl)-[1,1'-biphenyl]-4-yl)-1-((2-(trimethylsilyl) ethoxy) methyl)-1H-1,2,3-triazole-5-carboxylate O1CCN(CC1)S(=O)(=O)C1=CC=C(C=C1)C1=CC=C(C=C1)C=1N=NN(C1C(=O)OCC)COCC[Si](C)(C)C